C(N)(OCCCCC1=CC=NC=C1)=O 4-(4-pyridyl)butyl 1-carbamate